Sec-butyl-isophorone C(C)(CC)C=1C(=O)CC(CC1C)(C)C